F[C@]1(CN(CC1)C(C=C)=O)C#CC1=CC=C(C=C1)C(F)(F)F (S)-1-(3-fluoro-3-((4-(trifluoromethyl)phenyl)ethynyl)pyrrolidin-1-yl)prop-2-en-1-one